tert-Butyl 4-({6-[2-(cyclopropylamino)-4-(methoxycarbonyl)phenyl]-2,2-difluoro-7-azaspiro[3.5]non-5-en-7-yl}methyl)-5-methoxy-7-methylindole-1-carboxylate C1(CC1)NC1=C(C=CC(=C1)C(=O)OC)C1=CC2(CC(C2)(F)F)CCN1CC1=C2C=CN(C2=C(C=C1OC)C)C(=O)OC(C)(C)C